methyl (Z)-[4-[3-(4-tert-butylphenyl)-3-[4-[3-(4-hydroxypiperidin-1-yl)propynyl]phenyl]allyloxy]-2-methylphenoxy]acetate C(C)(C)(C)C1=CC=C(C=C1)/C(=C/COC1=CC(=C(OCC(=O)OC)C=C1)C)/C1=CC=C(C=C1)C#CCN1CCC(CC1)O